N4,N4,N4',N4'-Tetra([1,1'-biphenyl]-4-yl)-[1,1'-biphenyl]-4,4'-diamine C1=CC=C(C=C1)C2=CC=C(C=C2)N(C3=CC=C(C=C3)C4=CC=CC=C4)C5=CC=C(C=C5)C6=CC=C(C=C6)N(C7=CC=C(C=C7)C8=CC=CC=C8)C9=CC=C(C=C9)C1=CC=CC=C1